methyl(dimethoxymethylsilyl)methylcarbamate COC(NC[SiH2]C(OC)OC)=O